FC1(CCC(CC1)[C@@H](C=1N=C2N(N=CC(=C2)[C@@H](CCOC)N2C(N[C@@H](C2)C(F)(F)F)=O)C1)NC(OC(C)(C)C)=O)F |o1:16| tert-Butyl ((S)-(4,4-difluorocyclohexyl)(7-((R*)-3-methoxy-1-((S)-2-oxo-4-(trifluoromethyl)imidazolidin-1-yl)propyl)imidazo[1,2-b]pyridazin-2-yl)methyl)carbamate